(E)-3,7,11,15-tetramethyl-hexadeca-6,14-dien-1-yn-3-ol CC(C#C)(CC\C=C(\CCCC(CCC=C(C)C)C)/C)O